2-cyclopropyl-4-{4-[2-fluoro-4-(4-formylpiperidin-1-yl)phenyl]piperidin-1-yl}benzonitrile C1(CC1)C1=C(C#N)C=CC(=C1)N1CCC(CC1)C1=C(C=C(C=C1)N1CCC(CC1)C=O)F